5-bromo-4,6-dimethylpyridineformaldehyde BrC=1C(=CC(=NC1C)C=O)C